N-(1-cyano-1-methylethyl)acetamide C(#N)C(C)(C)NC(C)=O